trivinyl-silicon C(=C)[Si](C=C)C=C